The molecule is the hydrochloride salt of betaxolol. It has a role as a beta-adrenergic antagonist and an antihypertensive agent. It contains a betaxolol. CC(C)[NH2+]CC(COC1=CC=C(C=C1)CCOCC2CC2)O.[Cl-]